8-(2,4-dichlorophenyl)-9-(4-(1-(3-fluoropropyl)azetidine-3-carbonyl)phenyl)-6,7-dihydro-5H-benzo[7]annulene-3-carboxylic acid ClC1=C(C=CC(=C1)Cl)C=1CCCC2=C(C1C1=CC=C(C=C1)C(=O)C1CN(C1)CCCF)C=CC(=C2)C(=O)O